C(C)C=1C=C(C(=C(C1)[C@@H](C(=O)O)N1C[C@@H](CC1)OCCCCCC1=NC=2NCCCC2C(=C1)OC)OC)F (S)-2-(5-ethyl-3-fluoro-2-methoxyphenyl)-2-((R)-3-((5-(4-methoxy-5,6,7,8-tetrahydro-1,8-naphthyridin-2-yl)pentyl)oxy)pyrrolidin-1-yl)acetic acid